ethoxy-4-methanesulfonylaniline C(C)ONC1=CC=C(C=C1)S(=O)(=O)C